C(C)(C)(C)C1=CC=C(C=C1)C(=O)NCCOCCOCC(=O)N[C@H](C(=O)N[C@H](C(=O)OCC1=CC=CC=C1)CO)CCCCNC(=O)OCC1C2=CC=CC=C2C=2C=CC=CC12 Benzyl (2S)-2-[(2S)-2-[2-(2-{2-[(4-tert-butylphenyl) formamido]ethoxy}ethoxy) acetamido]-6-{[(9H-fluoren-9-ylmethoxy)carbonyl] amino}hexanamido]-3-hydroxypropanoate